OC1=C(C=C(CNC(CCCCC#CC2=CC=CC=C2)=O)C=C1)OC N-(4-hydroxy-3-methoxybenzyl)-7-phenylhept-6-ynamide